N-Benzyl-1,3-bis(aminomethyl)cyclohexan C(C1=CC=CC=C1)NCC1CC(CCC1)CN